N-(m-tolyl)pyrazino[1',2':1,5]pyrazolo[4,3-c][2,6]naphthyridin-5-amine C1(=CC(=CC=C1)NC1=NC=2C(C3=CN=CC=C13)=NN1C2C=NC=C1)C